N1(CCC1)C1=CC2=C(C=C(O2)C(=O)NS(=O)(=O)C2=C(C=CC(=C2)C(C)(C)C)OCC)C(=C1)F 6-(azetidin-1-yl)-N-(5-tert-butyl-2-ethoxybenzene-1-sulfonyl)-4-fluoro-1-benzofuran-2-carboxamide